3-methyl-5-(4-piperidinyl)-1,3-benzoxazol-2-one hydrochloride Cl.CN1C(OC2=C1C=C(C=C2)C2CCNCC2)=O